[(2R)-piperazine-2-yl]methanol N1[C@H](CNCC1)CO